5-(4-Amino-5-(trifluoromethyl)pyrrolo[2,1-f][1,2,4]triazin-7-yl)-2-methyl-N-(1-(2,2,2-trifluoro-1-phenylethyl)-1H-pyrazol-4-yl)benzamid NC1=NC=NN2C1=C(C=C2C=2C=CC(=C(C(=O)NC=1C=NN(C1)C(C(F)(F)F)C1=CC=CC=C1)C2)C)C(F)(F)F